3-(5-(difluoromethyl)-1,3,4-thiadiazol-2-yl)-N-((1S,2S)-2-fluorocyclopropyl)-8-(4-isobutyrylpiperazin-1-yl)imidazo[1,5-a]pyridine-6-sulfonamide FC(C1=NN=C(S1)C1=NC=C2N1C=C(C=C2N2CCN(CC2)C(C(C)C)=O)S(=O)(=O)N[C@@H]2[C@H](C2)F)F